C(C=C)C=1C(=C(C(=CC1)C=1C(C(=O)O)=CC=CC1)C(=O)O)CC=C.C(C=1C(C(=O)OCC=C)=CC=CC1)(=O)OCC=C diallyl phthalate (DIALLYL DIPHENATE)